C(CCC)C1=CC=C(C=C1)C1=CC(=CC=C1)C(C)=O 1-(4'-butyl-[1,1'-biphenyl]-3-yl)ethan-1-one